3-chloromethyl-styrene ClCC=1C=C(C=C)C=CC1